4-(3-trifluoromethylphenyl)piperidine hydrochloride Cl.FC(C=1C=C(C=CC1)C1CCNCC1)(F)F